2,4,6-Triisopropylphenyl-sulfonyl chloride C(C)(C)C1=C(C(=CC(=C1)C(C)C)C(C)C)S(=O)(=O)Cl